4-[(trans-4-aminocyclohexyl)amino]-N'-(2-chloro-4-hydroxy-phenyl)-6-(6-methoxy-3-pyridyl)pyrrolo[1,2-b]pyridazine-3-carboxamidine N[C@@H]1CC[C@H](CC1)NC=1C=2N(N=CC1C(=NC1=C(C=C(C=C1)O)Cl)N)C=C(C2)C=2C=NC(=CC2)OC